OCCN1C[C@H](CC1)C(=O)N(C)[C@H](C(=O)O)C(C)C (2S)-2-[1-[(3S)-1-(2-hydroxyethyl)pyrrolidin-3-yl]-N-methylformamido]-3-methylbutanoic acid